CN[C@H](CCC)C1OC2=C(O1)C=CC=C2 |r| racemic-N-methyl-1,3-benzodioxolylbutanamine